COC(=O)C=1NC=2C=3C=NN(C3C(=NC2C1)N)C 8-amino-10-methyl-3,7,10,11-tetraazatricyclo[7.3.0.02,6]dodeca-1(9),2(6),4,7,11-pentaene-4-carboxylic acid methyl ester